4-(3-((2-((2-ethyl-4-(3,3,4-trimethylpiperazin-1-yl)phenyl)amino)-5-(trifluoromethyl)pyrimidin-4-yl)amino)propyl)-1,4-oxazepan-3-one C(C)C1=C(C=CC(=C1)N1CC(N(CC1)C)(C)C)NC1=NC=C(C(=N1)NCCCN1C(COCCC1)=O)C(F)(F)F